FC(OC1=CC=C(N=N1)NC1=CC(=C(N=N1)C(=O)NC([2H])([2H])[2H])NC1=NC=CC=C1S(=O)(=O)C)F 6-((6-(Difluoromethoxy)pyridazin-3-yl)amino)-N-(methyl-d3)-4-((3-(methylsulfonyl)pyridin-2-yl)amino)pyridazin-3-carboxamide